C(CCC)OC1=CC=C(C=C1)CO 4-butoxyphenyl-methyl alcohol